[(S)-cyano-(3-phenoxyphenyl)methyl] (1R,3R)-3-(2,2-dibromoethenyl)-2,2-dimethylcyclopropane-1-carboxylate BrC(=C[C@@H]1C([C@@H]1C(=O)O[C@@H](C1=CC(=CC=C1)OC1=CC=CC=C1)C#N)(C)C)Br